(4-cyano-1H-pyrazol-1-yl)-5-nitrobenzenesulfonamide C(#N)C=1C=NN(C1)C1=C(C=C(C=C1)[N+](=O)[O-])S(=O)(=O)N